4-((3-(2,3-difluoro-4-methoxyphenyl)imidazo[1,2-a]pyrazin-8-yl)amino)-2-ethylbenzamide trihydrochloride Cl.Cl.Cl.FC1=C(C=CC(=C1F)OC)C1=CN=C2N1C=CN=C2NC2=CC(=C(C(=O)N)C=C2)CC